C(C)C12CC3CC(CC(C1)C3)C2 1-Ethyl-adamantane